NC1=NC(=C2C(=N1)N(N=C2)CC2=CC=C(C=C2)C(C(=O)NC2=C(C=CC=C2)N)=C)C=2OC=CC2 (4-((6-amino-4-(furan-2-yl)-1H-pyrazolo[3,4-d]pyrimidin-1-yl)methyl)phenyl)-N-(2-aminophenyl)acrylamide